4-acetyl-1-benzyl-N,7-diisobutyloctahydro-6H-3,6-methanopyrrolo[3,2-c]pyridine-6-carboxamide C(C)(=O)C1NC2(C(C3C1C(CN3CC3=CC=CC=C3)C2)CC(C)C)C(=O)NCC(C)C